N1=C2C(=CC=C1)CN(C2)CC=2N=C1N(C(=NC=3C(=CC=CC13)OC)N)C2 2-((5,7-dihydro-6H-pyrrolo[3,4-b]pyridin-6-yl)methyl)-7-methoxyimidazo[1,2-c]quinazolin-5-amine